ethylene diglycolate C1(COCC(=O)OCCO1)=O